FC1=C(C=CC=C1)N1N=NC(=C1)[C@H](C)C1=CC(=C2C(=NC=NN21)N)C=2C=NC(=NC2)C(F)(F)F 7-{(1R)-1-[1-(2-fluorophenyl)-1H-1,2,3-triazol-4-yl]ethyl}-5-[2-(trifluoromethyl)pyrimidin-5-yl]pyrrolo[2,1-f][1,2,4]triazin-4-amine